(R)-N-(5-(5-ethyl-1,2,4-oxadiazol-3-yl)-2,3-dihydro-1H-inden-1-yl)-1-vinyl-1H-pyrazole-4-carboxamide C(C)C1=NC(=NO1)C=1C=C2CC[C@H](C2=CC1)NC(=O)C=1C=NN(C1)C=C